tetraglycidyl-diethyldiphenylmethane C(C1CO1)C=1C(=C(C(=C(C1)C(C1=CC=CC=C1)(CC)CC)CC1CO1)CC1CO1)CC1CO1